2-bromo-4-(trifluoromethyl)-N-(3-(trifluoromethyl)bicyclo[1.1.1]pentan-1-yl)benzamide BrC1=C(C(=O)NC23CC(C2)(C3)C(F)(F)F)C=CC(=C1)C(F)(F)F